FC(C(CC(=O)N[C@@H](C)C1=CC(=CC=C1)OCC(F)(F)F)(C)O)(F)F 4,4,4-trifluoro-3-hydroxy-3-methyl-N-((S)-1-(3-(2,2,2-trifluoroethoxy)phenyl)ethyl)butanamide